ClC1=CC=C(S1)CNC1=CC(=NN1C(C(C)(C)C)=O)C1CCN(CC1)S(=O)(=O)N(C)C 4-(5-[(5-chlorothiophen-2-yl)methyl]amino-1-(2,2-dimethylpropanoyl)-1H-pyrazol-3-yl)-N,N-dimethylpiperidine-1-sulfonamide